C(C)C(COC(C(=C(C1=CC=CC=C1)C1=CC=CC=C1)C#N)=O)CCCC.OC1=C(C=C(C=C1)C(C)(C)C1=CC(=C(C=C1)O)C)C 2,2-bis(4-hydroxy-3-methylphenyl)propane 2-ethylhexyl-2-cyano-3,3-diphenyl-2-propenoate